7-(5-amino-2-(2,6-dimethylphenoxy)phenyl)-N-ethyl-5-methyl-4-oxo-4,5-dihydrothieno[3,2-c]pyridine-2-carboxamide NC=1C=CC(=C(C1)C=1C2=C(C(N(C1)C)=O)C=C(S2)C(=O)NCC)OC2=C(C=CC=C2C)C